4,4'-bis(4-carboxyphenoxy)-m-terphenyl C(=O)(O)C1=CC=C(OC2=CC=C(C=C2)C2=CC(=C(C=C2)OC2=CC=C(C=C2)C(=O)O)C2=CC=CC=C2)C=C1